(3R,4R)-4-{[4-(1-tert-butyl-1H-benzimidazol-6-yl)-5-fluoropyrimidin-2-yl]amino}-1-(methylsulfonyl)piperidin-3-ol C(C)(C)(C)N1C=NC2=C1C=C(C=C2)C2=NC(=NC=C2F)N[C@H]2[C@@H](CN(CC2)S(=O)(=O)C)O